(S)-(5-fluoro-2-methoxyphenyl)(1-(phenylsulfonyl)-1H-indole-2-yl)methaneamine FC=1C=CC(=C(C1)[C@H](N)C=1N(C2=CC=CC=C2C1)S(=O)(=O)C1=CC=CC=C1)OC